2-(2,2-difluoroethyl)-3-oxo-5,6,8,8a-tetrahydro-1H-imidazo[1,5-a]pyrazine FC(CN1C(N2C(CNCC2)C1)=O)F